C1(=CC=CC=C1)C1=CC=C(C=C(C(=O)N)C#N)C=C1 4-phenyl-α-cyanocinnamic acid amide